2-carbamoyl-4-(4-(2-fluoroacrylamido)-2-methylphenyl)-5-methyl-1H-pyrrole C(N)(=O)C=1NC(=C(C1)C1=C(C=C(C=C1)NC(C(=C)F)=O)C)C